((6-(difluoromethoxy)-2-(2,2'-dimethyl-3'-(6-(pyrrolidin-1-ylmethyl)pyridin-3-yl)-[1,1'-biphenyl]-3-yl)benzo[d]oxazol-5-yl)methyl)-L-proline FC(OC1=CC2=C(N=C(O2)C=2C(=C(C=CC2)C2=C(C(=CC=C2)C=2C=NC(=CC2)CN2CCCC2)C)C)C=C1CN1[C@@H](CCC1)C(=O)O)F